BrCC(=O)NC1CCCCCC1 2-bromo-N-cycloheptylacetamide